NC1=C2C(=NC=N1)N(N=C2C2=CC=C(C=C2)OC2=CC=CC=C2)C2CCN(CC2)CCCC2=CC=C(CCSC1=C3C(N(C(C3=CC=C1)=O)C1C(NC(CC1)=O)=O)=O)C=C2 4-((4-(3-(4-(4-amino-3-(4-phenoxyphenyl)-1H-pyrazolo[3,4-d]pyrimidin-1-yl)piperidine-1-yl)propyl)phenethyl)thio)-2-(2,6-dioxopiperidin-3-yl)isoindoline-1,3-dione